9-(2-(2-(2-methoxyethoxy)ethoxy)ethyl)-N-(9-(2-(2-(2-methoxyethoxy)ethoxy)ethyl)-9H-carbazol-3-yl)-N-(4-nitrophenyl)-9H-carbazol-3-amine COCCOCCOCCN1C2=CC=CC=C2C=2C=C(C=CC12)N(C1=CC=C(C=C1)[N+](=O)[O-])C=1C=CC=2N(C3=CC=CC=C3C2C1)CCOCCOCCOC